FC=1C=2N(C=C(C1)NC(=O)C1=CC=C(C3=CN(N=C13)C)N1C[C@H](CC1)N(C(OC(C)(C)C)=O)CCOC)C=C(N2)C tert-butyl N-[(3S)-1-[7-[(8-fluoro-2-methyl-imidazo[1,2-a]pyridin-6-yl)carbamoyl]-2-methyl-indazol-4-yl]pyrrolidin-3-yl]-N-(2-methoxyethyl)carbamate